C(C)OCCN1N=C(C(=C1)NC(=O)C=1N=C(SC1)C=1C=NNC1)C1=NC=CC=C1 N-(1-(2-ethoxyethyl)-3-(pyridin-2-yl)-1H-pyrazol-4-yl)-2-(1H-pyrazol-4-yl)thiazole-4-carboxamide